(3S,4S)-8-(5-chloropyrimidine-2-yl)-3-methyl-2-oxa-8-azaspiro[4.5]decan-4-amine ClC=1C=NC(=NC1)N1CCC2([C@@H]([C@@H](OC2)C)N)CC1